1-tosyl-5-(2,2,2-trifluoroethyl)-1,4,5,6-tetrahydropyrrolo[3,4-b]pyrrole-3-sulfonic acid S(=O)(=O)(C1=CC=C(C)C=C1)N1C2=C(C(=C1)S(=O)(=O)O)CN(C2)CC(F)(F)F